(3-methylpentyl)carbamic acid benzyl ester C(C1=CC=CC=C1)OC(NCCC(CC)C)=O